C(C)(C)(C)OC1CN(C1)S(=O)(=O)N1C[C@H](CCC1)C(=O)N1[C@H](CCC1)C(=O)NCC1=CC=C(C=C1)C(F)(F)F 1-(((3S)-1-((3-tert-butoxy-1-azetidinyl)sulfonyl)-3-piperidinyl)carbonyl)-N-(4-(trifluoromethyl)benzyl)-D-prolinamide